N-(5-(1-(cyclopropylmethyl)-1H-pyrazol-3-yl)-4-((2-(1,1-difluoroethyl)pyrimidin-4-yl)amino)pyridin-2-yl)acetamide C1(CC1)CN1N=C(C=C1)C=1C(=CC(=NC1)NC(C)=O)NC1=NC(=NC=C1)C(C)(F)F